NCC=1C=C(C=CC1)C=1C=CC2=C(C(=C(O2)CCC)COC2=C(C=CC(=C2)OC)CC(=O)OCC)C1 ethyl 2-(2-((5-(3-(aminomethyl)phenyl)-2-propylbenzofuran-3-yl)methoxy)-4-methoxyphenyl)acetate